CN1N=CC(=C1)C1CN(CCC1)C(=O)[O-] 3-(1-methyl-1H-pyrazol-4-yl)piperidine-1-carboxylate